ClC1=NC=CC(=C1OC)C 2-Chloro-3-methoxy-4-methylpyridine